C(C)C=1C=C(C=CC1)C(CN([C@H](C(C)C)C(=O)O)C(=O)OC(C)(C)C)O (R)-2-(3-ethylphenyl)-2-hydroxyethyl-(tert-butoxycarbonyl)-L-valine